1-[5-(5-chloro-2-methoxypyridin-4-yl)-1H-pyrazole-3-carbonyl]-N-(3,3-difluoro-1-methylcyclobutyl)piperidine-4-carboxamide ClC=1C(=CC(=NC1)OC)C1=CC(=NN1)C(=O)N1CCC(CC1)C(=O)NC1(CC(C1)(F)F)C